C(C=C)(=O)NC=1C=C(C=CC1)C1=C(OC=2N=CN=C(C21)NCCC(=O)OCC)C2=CC=CC=C2 Ethyl 3-({5-[3-(Acryloylamino)phenyl]-6-phenylfuro[2,3-d]pyrimidin-4-yl}amino)propanoate